L-4-(phosphonodifluorophenylamino)phenylalanine P(=O)(O)(O)N(C1=CC=C(C[C@H](N)C(=O)O)C=C1)C1=C(C(=CC=C1)F)F